NC[C@@H]1N(CC(CC1)(F)F)C(=O)C1=NC(=CC=C1C)NC1=NC=CC(=C1)OC(F)(F)F (R)-(2-(aminomethyl)-5,5-difluoropiperidin-1-yl)(3-methyl-6-((4-(trifluoromethoxy)pyridin-2-yl)amino)pyridin-2-yl)methanone